2'-[6-amino-5-(trifluoromethyl)pyridin-3-yl]-N-[2-(pyrimidin-4-yl)propan-2-yl]-5',6'-dihydrospiro[pyrrolidine-3,4'-pyrrolo[1,2-b]pyrazole]-1-carboxamide NC1=C(C=C(C=N1)C=1C=C2N(N1)CCC21CN(CC1)C(=O)NC(C)(C)C1=NC=NC=C1)C(F)(F)F